C(C)(C)N1C=NC(=C1)C(=O)N1C[C@H]2C([C@H]2C1)C1=NOC(=C1C1=CC=CC=C1)C (1-isopropyl-1H-imidazol-4-yl)[(1R,5S,6r)-6-(5-methyl-4-phenyl-1,2-oxazol-3-yl)-3-azabicyclo[3.1.0]hex-3-yl]methanone